cobalt-adamantanecarboxylate salt C12(CC3CC(CC(C1)C3)C2)C(=O)[O-].[Co+2].C23(CC1CC(CC(C2)C1)C3)C(=O)[O-]